C(C)(C)N1C(C=2N=C(N=C(C2C1)NC1=CC=C(C=C1)C(C)C)C1=CC=NC=C1)=O 6-isopropyl-4-((4-isopropylphenyl)amino)-2-(pyridin-4-yl)-5,6-dihydro-7H-pyrrolo[3,4-d]pyrimidin-7-one